2-[2-(aminomethyl)-3,3-difluoro-allyl]-4-[4-[6-(dimethylamino)-3-pyridinyl]-2-fluoro-phenyl]-1,2,4-triazol-3-one NCC(CN1N=CN(C1=O)C1=C(C=C(C=C1)C=1C=NC(=CC1)N(C)C)F)=C(F)F